3-[(S)-1-((R)-2-methyl-propane-2-sulfinylamino)-propyl]-azetidine-1-carboxylic acid tert-butyl ester C(C)(C)(C)OC(=O)N1CC(C1)[C@H](CC)N[S@](=O)C(C)(C)C